C(=C)C=1C=C2C=NC(=NC2=CC1)N1[C@@H]2COC[C@H]1C2 (1r,5s)-6-(6-vinylquinazolin-2-yl)-3-oxa-6-azabicyclo[3.1.1]-heptane